Monoaluminum phosphate P(=O)([O-])([O-])[O-].[Al+3]